C(C)(C)(C)C=1C=C(N(N1)C1=CC=C(C=C1)OC)NC(OCC(Cl)(Cl)Cl)=O 2,2,2-trichloroethyl N-[5-tert-butyl-2-(4-methoxyphenyl)pyrazol-3-yl]carbamate